4-(METHOXYCARBONYL)-1H-INDOL-2-YLBORONIC ACID COC(=O)C1=C2C=C(NC2=CC=C1)B(O)O